[Cl-].C(CCCCCCCCCCCCCCCCC)(=O)OC(COP(=O)(OCCC#N)OCCCC[N+](C)(C)C)COC(CCCCCCCCCCCCCCCCC)=O 4-(((2,3-Bis(stearoyloxy)propoxy)(2-cyanoethoxy)phosphoryl)oxy)-N,N,N-trimethylbutan-1-aminium Chloride